ClC=1C=C(C=CC1F)NC(N([C@H]1CCCC=2NC(C=3CCCCC3C12)=O)C)=O (S)-3-(3-chloro-4-fluorophenyl)-1-methyl-1-(6-oxo-1,2,3,4,5,6,7,8,9,10-decahydrophenanthridin-1-yl)urea